C(C)OC(\C=C\C=1C(=NC(=C(C1)F)NS(=O)(=O)C1=CNC2=CC(=CC=C12)Cl)F)=O (2E)-3-(6-{[(6-chloro-1H-indol-3-yl)sulfonyl]Amino}-2,5-difluoropyridin-3-yl)prop-2-enoic acid ethyl ester